BrC=1C=C(C=CC1)C1(COC1)CC(=O)N 2-[3-(3-bromophenyl)oxetan-3-yl]acetamide